ClC1=NC(=CC(=N1)N1CCC(CC1)N[C@H]1CCC2=CC(=CC=C12)N1C(=NC=2C1=NC(=CC2)N2N=CC=C2)C=2C(=NC=CC2)N)C 3-{3-[(1S)-1-{[1-(2-chloro-6-methylpyrimidin-4-yl)piperidin-4-yl]amino}-2,3-dihydro-1H-inden-5-yl]-5-(pyrazol-1-yl)imidazo[4,5-b]pyridin-2-yl}pyridin-2-amine